chloro-N-(6-(difluoromethyl)pyridin-2-yl)pyridin-2-amine ClC=1C(=NC=CC1)NC1=NC(=CC=C1)C(F)F